(S)-N-(1-cyanoethyl)-4-(2-((1-(1-(2-hydroxy-2-methylpropanoyl)piperidin-4-yl)-1H-pyrazol-4-yl)amino)-5-methylpyrimidin-4-yl)benzamide C(#N)[C@H](C)NC(C1=CC=C(C=C1)C1=NC(=NC=C1C)NC=1C=NN(C1)C1CCN(CC1)C(C(C)(C)O)=O)=O